C(C)(C)OC1=NC=CC(=C1)C=1C=C2CC(C(C2=CC1)NC(O[C@@H]1CN2CCC1CC2)=O)(C)C (S)-quinuclidin-3-yl (5-(2-isopropoxypyridin-4-yl)-2,2-dimethyl-2,3-dihydro-1H-inden-1-yl)carbamate